ortho-dichlorobenzen ClC1=C(C=CC=C1)Cl